C1(=CC=C(C=C1)C=1OC(=CN1)C1=CC=CC=C1)C=1OC(=CN1)C1=CC=CC=C1 2,2'-p-phenylenbis(5-phenyloxazole)